COC1=CC=C2C=CC=C(C2=C1)C(C)=O 1-(7-Methoxy-naphthalen-1-yl)ethan-1-one